3-amino-N-(1-(3,4-dichlorophenyl)-2-(dimethylamino)ethyl)-4-(trifluoromethoxy)benzenesulfonamide NC=1C=C(C=CC1OC(F)(F)F)S(=O)(=O)NC(CN(C)C)C1=CC(=C(C=C1)Cl)Cl